N1(CCOCC1)C=1C2=C(N=CN1)N(C(=C2)C2=CC=C(C=C2)NS(=O)(=O)CC=2C=C(C=CC2)N2C[C@@H](CCC2)NC(OC(C)(C)C)=O)COCC[Si](C)(C)C tert-butyl N-[(3R)-1-{3-[({4-[4-(morpholin-4-yl)-7-{[2-(trimethylsilyl)ethoxy]methyl}-7H-pyrrolo[2,3-d]pyrimidin-6-yl]phenyl}sulfamoyl)methyl]phenyl}piperidin-3-yl]carbamate